2-(4-(3,8-diazabicyclo-[3.2.1]octan-3-yl)-6-chloro-8-fluoro-2-((tetrahydro-1H-pyrrolizin-7a(5H)-yl)meth-oxy)quinazolin-7-yl)-4'-amino-[1,1'-biphenyl]-4-ol C12CN(CC(CC1)N2)C2=NC(=NC1=C(C(=C(C=C21)Cl)C2=C(C=CC(=C2)O)C2=CC=C(C=C2)N)F)OCC21CCCN1CCC2